CC1=C(C=CC(=C1)C)S(=O)(=O)N1CCC2(CC(CO2)NCCOC)CC1 8-((2,4-dimethylphenyl)sulfonyl)-N-(2-methoxyethyl)-1-oxa-8-azaspiro[4.5]decan-3-amine